BrC1=C(C=C(C=C1)C(C)(C)C)C(C)(C)C 1-bromo-2,4-di-tert-butylbenzene